NCC1=C2C(=NC=3C=C(C(=CC13)NC(OC(C)(C)C)=O)F)C1=CC3=C(C(N1C2)=O)COC([C@]3(O)CC)=O tert-butyl (S)-(11-(aminomethyl)-4-ethyl-8-fluoro-4-hydroxy-3,14-dioxo-3,4,12,14-tetrahydro-1H-pyrano[3',4':6,7]indolizino[1,2-b]quinolin-9-yl)carbamate